2-chloro-N1,N3-dimethyl-N1,N3-diphenylbenzene-1,3-diamine ClC1=C(C=CC=C1N(C1=CC=CC=C1)C)N(C1=CC=CC=C1)C